C(=O)(OC(C)(C)C)N1CCC1 bocazetidine